CC1=CNC2=NC=C(C=C21)C=2C=C1CCN(CC1=C(C2)[C@H]2NCCC2)C(=O)N2CCOCC2 (S)-(6-(3-methyl-1H-pyrrolo[2,3-b]pyridin-5-yl)-8-(pyrrolidin-2-yl)-3,4-dihydroisoquinolin-2(1H)-yl)(morpholinyl)methanone